NC1=C(C2=C(S1)CC(CC2)(C2=CC=CC=C2)CCC=2N=NN(C2C)C)C(=O)OCC Ethyl 2-amino-6-(2-(1,5-dimethyl-1H-1,2,3-triazol-4-yl)ethyl)-6-phenyl-4,5,6,7-tetrahydrobenzo[b]thiophene-3-carboxylate